3-nitrobenzonitrile [N+](=O)([O-])C=1C=C(C#N)C=CC1